Phenyl (2-(2,6-dioxopiperidin-3-yl)-4-fluoro-1-oxoisoindolin-5-yl)carbamate O=C1NC(CCC1N1C(C2=CC=C(C(=C2C1)F)NC(OC1=CC=CC=C1)=O)=O)=O